C(C)N1C=C(C2=C1C(N(N=C2)CC2=CC=C(C=C2)OC)=O)CCOCCC(N2CCN(CC2)C2=NC=C(C=N2)C(F)(F)F)=O 1-ethyl-6-(4-methoxybenzyl)-3-(2-(3-oxo-3-(4-(5-(trifluoromethyl)pyrimidin-2-yl)piperazin-1-yl)propoxy)ethyl)-1,6-dihydro-7H-pyrrolo[2,3-d]pyridazin-7-one